CN(C(CC(C)N(CCC[C@H](C(C)C)N1CC2(C1)CN(CC2)C=2N=CN=NC2OC2=C(C(=O)N(C(C)C)CC)C=C(C=C2)F)C)=O)C 2-((5-(2-((3R)-6-((4-(dimethylamino)-4-oxobutan-2-yl)(methyl)amino)-2-methylhex-3-yl)-2,6-diazaspiro[3.4]oct-6-yl)-1,2,4-triazin-6-yl)oxy)-N-ethyl-5-fluoro-N-isopropylbenzamide